(E)-2-cyclohexyl-1,3-dimethoxy-5-styrylbenzene C1(CCCCC1)C1=C(C=C(C=C1OC)\C=C\C1=CC=CC=C1)OC